4-((5-(4-bromophenyl)-1H-pyrazol-3-yl)amino)-3-methylphenol BrC1=CC=C(C=C1)C1=CC(=NN1)NC1=C(C=C(C=C1)O)C